NC=1N(C(C=2N(C(=NC2N1)C=1C=NN(C1)C)C)=O)CCC 2-Amino-7-methyl-8-(1-methyl-1H-pyrazol-4-yl)-1-propyl-1,7-dihydro-purin-6-one